Ethyl 2-(2-(7-Methoxynaphthalen-2-yl)Thiazol-4-yl)Acetate COC1=CC=C2C=CC(=CC2=C1)C=1SC=C(N1)CC(=O)OCC